C1N(CC[C@@H]2CCCC[C@@H]12)C(CN1C(C2=CC(=CC=C2C1)C1=NC(=NC=C1Cl)NC1CCOCC1)=O)=O (trans)-2-{2-[(4aS,8aR)-Decahydroisochinolin-2-yl]-2-oxoethyl}-6-{5-chloro-2-[(oxan-4-yl)amino]pyrimidin-4-yl}-2,3-dihydro-1H-isoindol-1-on